CS(=O)(=O)S(=O)(=O)ON O-(methylsulfonylsulfonyl)hydroxylamine